(1R,2S,5S)-N-((S)-1-amino-1-oxo-3-(2-oxoimidazolin-1-yl)propan-2-yl)-3-((S)-3,3-dimethyl-2-(2,2,2-trifluoroacetylamino)butyryl)-6,6-dimethyl-3-azabicyclo[3.1.0]hexane-2-carboxamide NC([C@H](CN1C(NCC1)=O)NC(=O)[C@@H]1[C@H]2C([C@H]2CN1C([C@H](C(C)(C)C)NC(C(F)(F)F)=O)=O)(C)C)=O